5-cyclopropyl-3-(2-hydroxyphenyl)-5H-pyrrolo[3,2-c]pyridazin C1(CC1)N1C=CC=2N=NC(=CC21)C2=C(C=CC=C2)O